tert-butyl (1-acryloylazetidin-3-yl)carbamate C(C=C)(=O)N1CC(C1)NC(OC(C)(C)C)=O